1-(benzenesulfonyl)-7-chloro-indole-6-carbaldehyde C1(=CC=CC=C1)S(=O)(=O)N1C=CC2=CC=C(C(=C12)Cl)C=O